[Na].ClC=1C(=CC(=C(C1)S(=O)(=O)NC=1SC=CN1)F)N[C@@H](C)C1=CC=CC2=CC=CC=C12 (S)-5-chloro-2-fluoro-4-((1-(naphthalen-1-yl)ethyl)amino)-N-(thiazol-2-yl)benzenesulfonamide sodium